N-(2-(2,6-dioxopiperidin-3-yl)-1-oxoisoindolin-5-yl)-7-methoxy-2,6-naphthyridine-3-carboxamide O=C1NC(CCC1N1C(C2=CC=C(C=C2C1)NC(=O)C=1N=CC2=CC(=NC=C2C1)OC)=O)=O